(2-(2,4-difluorophenyl)-2-hydroxy-3-(1H-1,2,4-triazol-1-yl)propyl)piperidin-4-yl methanesulfonate CS(=O)(=O)OC1CCN(CC1)CC(CN1N=CN=C1)(O)C1=C(C=C(C=C1)F)F